tert-butyl ((3S)-5-fluoro-1'-(3-iodo-1-(tetrahydro-2H-pyran-2-yl)-1H-pyrazolo[3,4-b]pyrazin-6-yl)-1,3-dihydrospiro[indene-2,4'-piperidin]-3-yl)carbamate FC=1C=C2[C@H](C3(CCN(CC3)C3=CN=C4C(=N3)N(N=C4I)C4OCCCC4)CC2=CC1)NC(OC(C)(C)C)=O